OC1=C(C=C(C=C1)I)C1=C(N2N(C=3C=CC=CC3C23C(=NN(C3=O)C3=CC=CC=C3)C)C1=O)C 2'-(2-Hydroxy-5-iodophenyl)-1',3-dimethyl-1-phenyl-3'H-spiro[pyrazole-4,9'-pyrazolo[1,2-a]indazole]-3',5(1H)-dione